CC(C=O)(CO)C r-2,2-dimethyl-3-hydroxypropanal